OC1=C(C=CC(=C1)C(F)(F)F)C1=CC(=C(N=N1)N[C@H]1CN(CCC1)CC(=O)N1C[C@@H](CC1)O)C 2-((R)-3-((6-(2-hydroxy-4-(trifluoromethyl)phenyl)-4-methylpyridazin-3-yl)amino)piperidin-1-yl)-1-((R)-3-hydroxypyrrolidin-1-yl)ethan-1-one